6-chloro-5,7-difluoro-1H-indole ClC1=C(C=C2C=CNC2=C1F)F